C(C)(C)N(P(OCCC#N)OCCC=CP(=O)(OC)OC)C(C)C 2-cyanoethyl (4-(dimethoxyphosphoryl) but-3-en-1-yl) diisopropylphosphoramidite